quinoline-7-carboxylic acid (3R)-1-methylpyrrolidin-3-yl ester CN1C[C@@H](CC1)OC(=O)C1=CC=C2C=CC=NC2=C1